ethyl (Z)-3-(2-chlorophenyl)-5-(1-(dimethylamino)-4,4,4-trifluoro-3-oxobut-1-en-2-yl)isoxazole-4-carboxylate ClC1=C(C=CC=C1)C1=NOC(=C1C(=O)OCC)/C(=C/N(C)C)/C(C(F)(F)F)=O